4-{[5-(2-Chloro-5-cyanophenyl)-1-trityl-1H-indazol-3-yl]carbamoyl}-2-azabicyclo[2.2.2]octane-2-carboxylic acid tert-butyl ester C(C)(C)(C)OC(=O)N1C2CCC(C1)(CC2)C(NC2=NN(C1=CC=C(C=C21)C2=C(C=CC(=C2)C#N)Cl)C(C2=CC=CC=C2)(C2=CC=CC=C2)C2=CC=CC=C2)=O